C(C1CO1)OCCOC1=CC=C(C=C1)C1(C2=CC=CC=C2C=2C=CC=CC12)C1=CC=C(C=C1)OCCOCC1CO1 9,9-bis[4-(2-glycidyloxyethoxy)phenyl]fluorene